(S)-2-methylhexahydroimidazo[1,5-a]pyrazin-3(2H)-one dihydrochloride Cl.Cl.CN1C(N2[C@@H](CNCC2)C1)=O